NC1=C(C=CC(=C1)OC)S(=O)(=O)N(C)CC1=C(C=C(C=C1)OC)OC 2-amino-N-(2,4-dimethoxybenzyl)-4-methoxy-N-methylbenzenesulfonamide